((8-(1H-indol-3-yl)-3-methylimidazo[1,2-b]pyridazin-6-yl) amino) piperidine-1-carboxylate N1(CCCCC1)C(=O)ONC=1C=C(C=2N(N1)C(=CN2)C)C2=CNC1=CC=CC=C21